(E)-1-(4-(2,2-difluorobenzo[d][1,3]dioxol-5-yl)phenyl)-3-(quinoxalin-6-yl)prop-2-en-1-one FC1(OC2=C(O1)C=CC(=C2)C2=CC=C(C=C2)C(\C=C\C=2C=C1N=CC=NC1=CC2)=O)F